C1(=CC=CC=C1)C1=NN=C(S1)CNC(=O)C=1N=NN(C1)CCC N-((5-phenyl-1,3,4-thiadiazol-2-yl)methyl)-1-propyl-1H-1,2,3-triazole-4-carboxamide